N1=C(C=CC=C1)[Ru](C1=NC=CC=C1)C1=NC=CC=C1 tripyridylRuthenium